FC(C)(F)F 1,1,1-trifluoro-ethane